OC1=C(C(=C(C(=O)OC)C=C1C)[N+](=O)[O-])C methyl 4-hydroxy-3,5-dimethyl-2-nitrobenzoate